Cl.CC(C(=O)[NH-])C dimethylacetylamide hydrochloride